C1=CC=CC=2C3=CC=CC=C3N(C12)C=1C=C(C=CC1)C1=CC(=CC=C1)N1C2=CC=CC=C2C=2C=CC=CC12 3,3'-bis(9H-carbazol-9-yl)biphenyl